5-Fluoro-N-[4-(1-imino-1-oxo-1,4-thiazinan-4-yl)phenyl]-4-(1H-indol-3-yl)pyrimidin-2-amine FC=1C(=NC(=NC1)NC1=CC=C(C=C1)N1CCS(CC1)(=O)=N)C1=CNC2=CC=CC=C12